FC=1C=C(C(=O)N2\C=C(/C3=C(C(C2)(C)C)C(=NN3)C3=CC=C(C=C3)F)\C(=O)OCC)C=CC1F (E)-ethyl 6-(3,4-difluorobenzoyl)-3-(4-fluorophenyl)-4,4-dimethyl-1,4,5,6-tetrahydropyrazolo[3,4-d]azepine-8-carboxylate